N-(1-amino-2-methyl-1-oxopropan-2-yl)-5-((2-fluorobenzyl)oxy)-2-methylbenzofuran-3-carboxamide NC(C(C)(C)NC(=O)C1=C(OC2=C1C=C(C=C2)OCC2=C(C=CC=C2)F)C)=O